COC1=CC=C(CSC=2C=C3C(=CN2)N(C=C3)C(=O)OC(C)(C)C)C=C1 tert-butyl 5-((4-methoxybenzyl)thio)-1H-pyrrolo[2,3-c]pyridine-1-carboxylate